CS[Si](OCC)(OCC)SC bis(methylthio)diethoxysilane